4-iodo-6-methyl-2-(6-methylpyridin-2-yl)-5,6,7,8-tetrahydropyrido[4,3-d]pyrimidine IC=1C2=C(N=C(N1)C1=NC(=CC=C1)C)CCN(C2)C